(E)-1-(5-chloro-3-hydroxy-2,3-dihydrobenzofuran-2-yl)-3-phenylprop-2-en-1-one ClC=1C=CC2=C(C(C(O2)C(\C=C\C2=CC=CC=C2)=O)O)C1